CNC1=CC=C(C=N1)C=1C=C2C(=CNC2=CC1)NC(=O)NC1=CC=C(C=C1)C(F)(F)F 1-(5-(6-(methylamino)pyridin-3-yl)-1H-indol-3-yl)-3-(4-(trifluoromethyl)phenyl)urea